COC=1C=C(CCS(=O)(=O)N)C=CC1N1N=C(C=2C=NC(=CC21)NC2=NC=CNC2=O)NCCN2CCOCC2 (3-methoxy-4-(3-((2-morpholinoethyl)amino)-6-((3-oxo-3,4-dihydropyrazin-2-yl)amino)-1H-pyrazolo[4,3-c]pyridin-1-yl)benzyl)methanesulfonamide